N-(5-(4,5-dimethoxy-benzo[d]oxazol-2-yl)-8-(methylamino)-2,7-naphthyridin-3-yl)cyclopropanecarboxamide COC1=C(C=CC2=C1N=C(O2)C2=C1C=C(N=CC1=C(N=C2)NC)NC(=O)C2CC2)OC